N-Boc-2-chloro-3-aminopyridine C(=O)(OC(C)(C)C)N1C(C(=CC=C1)N)Cl